ClC=1C=CC(=C(C1)N1CON(CO1)C(C(=O)NC1=CC2=CN(N=C2C=C1)C)CC=1C=NC=CC1)N1N=NC(=C1)Cl 2-(4-(5-chloro-2-(4-chloro-1H-1,2,3-triazol-1-yl)phenyl)-2,5-dioxapiperazin-1-yl)-N-(2-methyl-2H-indazol-5-yl)-3-(pyridin-3-yl)propionamide